1,3,5-TRIMETHYL-BENZENE tert-butyl-3-(4,4,5,5-tetramethyl-1,3,2-dioxaborolan-2-yl)-2,5-dihydro-1H-pyrrole-1-carboxylate C(C)(C)(C)OC(=O)N1CC(=CC1)B1OC(C(O1)(C)C)(C)C.CC1=CC(=CC(=C1)C)C